N1(C=NC2=C1C=CC=C2)[C@H]2CN1C(N=C(C3=CC(=C(C(=C13)SC2)C=2SC=C(C2)Cl)C(F)(F)F)N2C[C@@H](N[C@@H](C2)C)C)=O (S)-3-(1H-benzo[d]imidazol-1-yl)-11-(4-chlorothien-2-yl)-8-((3S,5R)-3,5-dimethylpiperazin-1-yl)-10-(trifluoromethyl)-3,4-dihydro-[1,4]thiazepino[2,3,4-ij]quinazolin-6(2H)-one